(4-(difluoromethoxy)benzyl)-6-methylhexahydro-4H-pyrazino[1,2-a]pyrimidine-4,7(6H)-dione FC(OC1=CC=C(CN2C3N(C(CC2)=O)C(C(NC3)=O)C)C=C1)F